NCC1=NNC(C2=CC=C(C=C12)C=1C=NN(C1C1=C(C#N)C(=CC(=C1)Cl)OC(F)F)C)=O 2-(4-(4-(aminomethyl)-1-oxo-1,2-dihydrophthalazin-6-yl)-1-methyl-1H-pyrazol-5-yl)-4-chloro-6-(difluoromethoxy)benzonitrile